FC(C(=O)[O-])(F)F.COC=1C=C(\C=C\2/CC(C\C(\C2=O)=C/C2=CC(=C(C=C2)OC)OC)NS(=O)(=O)C2=C(C=CC=C2)[NH3+])C=CC1OC 2-(N-(3,5-Bis((E)-3,4-dimethoxybenzylidene)-4-oxocyclohexyl)sulfamoyl)benzenaminium trifluoroacetate